C1(=CC=CC=C1)[B-](C1=CC=CC=C1)(C1=CC=CC=C1)C1=CC=CC=C1.CC=1C(=C(C=CC1)[PH+](C1=C(C(=CC=C1)C)C)C1=C(C(=CC=C1)C)C)C tri(dimethylphenyl)phosphonium tetrakis(phenyl)borate